C(CCC(=O)[O-])(=O)OCC=C allyl succinate